N(=[N+]=[N-])C=1C=C(C(=CC1)C=CC=1C(=CC(=CC1)N=[N+]=[N-])S(=O)(=O)O)S(=O)(=O)O 4,4'-diazidostilbene-2,2'-disulfonic acid